[4-(cyclopentylamino)phenyl]-1-(9H-fluoren-9-ylmethoxy-carbonyl)-2,3,4,4a,5,6,7,7a-octahydrocyclopenta[b]pyridine-3-carboxylic acid C1(CCCC1)NC1=CC=C(C=C1)C1C(CC2C(N1C(=O)OCC1C3=CC=CC=C3C=3C=CC=CC13)CCC2)C(=O)O